[Cl-].C(CCCCCCCCCCC)[N+](CCOC1=CC=CC=C1)(C)C dodecyl-dimethyl-(2-phenoxyethyl)ammonium chloride